Cl.C(C)(C)OC(N)=N O-isopropyl-isourea hydrochloride